dimethylpyridin-4-amine CC=1C(=NC=CC1N)C